N-tert-butoxycarbonyl-[N3-(4b-hydroxy-7-isopropyl-10-oxo-4b,10-dihydro-9bH-indeno[1,2-b]benzofuran-9b-yl)]guanidine C(C)(C)(C)OC(=O)NC(=N)NC12C(OC3=C1C=CC(=C3)C(C)C)(C3=CC=CC=C3C2=O)O